C(=O)C1=C(NC2=CC=CC=C12)C(=O)O 3-FORMYL-1H-INDOLE-2-CARBOXYLIC ACID